C1(CC1)N(C1=C(C(=NC=N1)NCC1C[C@@H]2CC[C@H](C1)N2S(=O)(=O)C)F)CC2=CC=C(C=C2)C(F)(F)F N6-cyclopropyl-5-fluoro-N4-[[(1S,5R)-8-methylsulfonyl-8-azabicyclo[3.2.1]octan-3-yl]methyl]-N6-[[4-(trifluoromethyl)phenyl]methyl]pyrimidine-4,6-diamine